NC1=NC=NN2C1=C(C=1[C@@H](C[C@H](CC21)NC(C=C)=O)C)C=2C=NC1=CC=CC=C1C2 (6R,8R)-N-(4-amino-6-methyl-5-(quinolin-3-yl)-6,7,8,9-tetrahydro-[1,2,4]triazino[1,6-a]indol-8-yl)acrylamide